O(C1=CC=CC=C1)C1=CC=C(C=C1)C1=NN2C(NCC3(C2)CNC3)=C1C(=O)N 2'-(4-Phenoxyphenyl)-5',7'-dihydro-4'H-spiro[azetidine-3,6'-pyrazolo[1,5-a]pyrimidine]-3'-carboxamide